(1r,3R,5'S,7a'R)-5'-(4-fluorophenyl)-3-hydroxytetrahydro-3'H-spiro[cyclobutane-1,2'-pyrrolo[2,1-b]oxazol]-3'-one FC1=CC=C(C=C1)[C@@H]1CC[C@H]2OC3(C(N21)=O)CC(C3)O